2-(2-(ethylsulfonyl)-7-(3-fluorophenyl)pyrazolo[1,5-a]pyrimidin-3-yl)-3-methyl-6-(trifluoromethyl)-3H-imidazo[4,5-c]pyridine C(C)S(=O)(=O)C1=NN2C(N=CC=C2C2=CC(=CC=C2)F)=C1C1=NC2=C(C=NC(=C2)C(F)(F)F)N1C